2,6-bis(isocyanatomethyl)naphthalene N(=C=O)CC1=CC2=CC=C(C=C2C=C1)CN=C=O